3-(4-fluorophenyl)-1-(3-hydroxypropyl)urea FC1=CC=C(C=C1)NC(NCCCO)=O